C1(CCCCC1)N1C(N(C=C(C1=O)C(=O)NC1=CC(=C(C=C1)OC1=C2C(=NC=C1)NN=C2N[C@@H](CO)C)F)C(C)C)=O (R)-3-cyclohexyl-N-(3-fluoro-4-((3-((1-hydroxypropan-2-yl)amino)-1H-pyrazolo[3,4-b]pyridin-4-yl)oxy)phenyl)-1-isopropyl-2,4-dioxo-1,2,3,4-tetrahydropyrimidine-5-carboxamide